1-butanesulfonamide C(CCC)S(=O)(=O)N